C(C)N1N=C2C(NC(C(=C2N[C@H](C)C=2N=COC2)C2=NC3=C(N2)C=C(C=C3)N3CCOCC3)=O)=C1 |r| (Rac)-2-ethyl-6-(6-morpholino-1H-benzo[d]imidazol-2-yl)-7-((1-(oxazol-4-yl)ethyl)amino)-2H-pyrazolo[4,3-b]pyridin-5(4H)-one